2-(2-{(1R,3aS,7aR,E)-1-[(R)-6-Hydroxy-6-methylheptan-2-yl]-7a-methyloctahydro-4H-inden-4-ylidene}ethyl)isoindoline-1,3-dione OC(CCC[C@@H](C)[C@H]1CC[C@H]2\C(\CCC[C@]12C)=C\CN1C(C2=CC=CC=C2C1=O)=O)(C)C